C(#N)C1=CC=C(CN(C(=O)C=2NC=C(C2)C(=O)C2CC2)C)C=C1 N-(4-cyanobenzyl)-4-(cyclopropylcarbonyl)-N-methyl-1H-pyrrole-2-carboxamide